FC1=C(C=CC(=C1C1=CC=C2C(=NNC2=C1F)C=1NC=CN1)F)NS(=O)(=O)C=1C=NOC1C N-(2,4-difluoro-3-(7-fluoro-3-(1H-imidazol-2-yl)-1H-indazol-6-yl)phenyl)-5-methylisoxazole-4-sulfonamide